4-(5-chloro-2-methoxyphenyl)-N-(6-cyclopropylthiazolo[4,5-b]pyrazin-2-yl)-6-(4-methyl-6-oxopyridazin-1(6H)-yl)nicotinamide ClC=1C=CC(=C(C1)C1=CC(=NC=C1C(=O)NC=1SC=2C(=NC=C(N2)C2CC2)N1)N1N=CC(=CC1=O)C)OC